C1(=CC=CC=C1)C1=C(C=CC2=CC=CC=C12)C(=O)N phenyl-2-naphthamide